CC1=CC=C(C=C1)S(=O)(=O)OC1=C(C(N(C=2N(C(N(C(C21)=O)C)=O)CC)C)=O)CC2=CC=CC=C2 6-benzyl-1-ethyl-3,8-dimethyl-2,4,7-trioxo-1,2,3,4,7,8-hexahydropyrido[2,3-d]pyrimidine-5-yl p-toluenesulfonate